6-cyano-2-(4-fluorophenyl)-2-phenylhexanoic acid methyl ester COC(C(CCCCC#N)(C1=CC=CC=C1)C1=CC=C(C=C1)F)=O